NC1=NC=CC(=C1Cl)OC1=C(C=C(C=C1)C1=NN(C(=C1C(=O)N)CC)C1=CC=NC=C1)F (4-((2-amino-3-chloropyridin-4-yl)oxy)-3-fluorophenyl)-5-ethyl-1-(pyridin-4-yl)-1H-pyrazole-4-carboxamide